OC(CNC(OC(C)(C)C)=O)C1=C(C=NC=C1)OC1=C(C=CC=C1)O tert-butyl (2-hydroxy-2-(3-(2-hydroxyphenoxy)pyridin-4-yl)ethyl)carbamate